COC(C1=CC(=C(C=C1)OC(F)F)C#CC=1C=NC=NC1)=O.FC(OC1=C(C=C(C(=O)O)C=C1)C#CC=1C=NC=NC1)F 4-(difluoromethoxy)-3-[(pyrimidin-5-yl)ethynyl]benzoic acid Methyl-4-(difluoromethoxy)-3-[(pyrimidin-5-yl)ethynyl]benzoate